C(C)(C)NC(CCOC1=C2CCCC2=C(C=C1)C)C 3-(isopropylamino)-1-[(7-methyl-4-indanyl)oxy]butan